COC(=O)N1CC2=C(CC1)N=CS2 6,7-Dihydrothiazolo[5,4-c]pyridine-5(4H)-carboxylic acid methyl ester